[Cl-].C(=C)C1=CC=C(C[N+](C)(C)C)C=C1 (4-vinylbenzyl)trimethylammonium chloride